N-[(6-Amino-2-pyridyl)sulfonyl]-6-[3-isopropoxy-5-(trifluoromethyl)phenyl]-2-[(4S)-2,2,4-trimethylpyrrolidin-1-yl]pyridin-3-carboxamid NC1=CC=CC(=N1)S(=O)(=O)NC(=O)C=1C(=NC(=CC1)C1=CC(=CC(=C1)C(F)(F)F)OC(C)C)N1C(C[C@@H](C1)C)(C)C